4-chloro-5-(3-(2-(trifluoromethyl)benzoyl)-5,6-dihydroimidazo[1,2-a]pyrazin-7(8H)-yl)pyridazin-3(2H)-one ClC=1C(NN=CC1N1CC=2N(CC1)C(=CN2)C(C2=C(C=CC=C2)C(F)(F)F)=O)=O